(3-pentyl) pyrophosphate O(P([O-])(=O)OP(=O)([O-])[O-])C(CC)CC